2,2-bis(4-hydroxyphenyl)-acetamide OC1=CC=C(C=C1)C(C(=O)N)C1=CC=C(C=C1)O